(2S,3R)-5,7-bis(benzyloxy)-2-(3,4,5-tris(benzyloxy)phenyl)chroman-3-yl 3-(benzyloxy)-4-(methylsulfonamido)benzoate C(C1=CC=CC=C1)OC=1C=C(C(=O)O[C@H]2[C@@H](OC3=CC(=CC(=C3C2)OCC2=CC=CC=C2)OCC2=CC=CC=C2)C2=CC(=C(C(=C2)OCC2=CC=CC=C2)OCC2=CC=CC=C2)OCC2=CC=CC=C2)C=CC1NS(=O)(=O)C